Cl.Cl.C(C)C1=CC=C(C=C1)C=1N=C(NC1)C1=CC=C(C=C1)NC(=O)[C@H]1NCCC1 (2S)-N-{4-[4-(4-Ethylphenyl)-1H-imidazol-2-yl]phenyl}pyrrolidine-2-carboxamide dihydrochloride